C[C@]12C[C@@H]([C@H]3[C@H]([C@@H]1CC[C@@]2(C(=O)CO)O)CCC4=CC(=O)C=C[C@]34C)O 11β,17α,21-trihydroxypregna-1,4-diene-3,20-dione